tert-butyl 3-(1-methyl 7-methylsulfanyl-2-oxo-4H-pyrimido[4,5-d]pyrimidin-3-yl)pyrrolidine-1-carboxylate CN1C(N(CC=2C1=NC(=NC2)SC)C2CN(CC2)C(=O)OC(C)(C)C)=O